C(C)(=O)N1CSCC1C(=O)O N-acetyl-thiazolidine-4-carboxylic acid